NCCCNC(CCN1CCCC1)=O N-3-aminopropyl-3-(pyrrolidine-1-yl)propionamide